N2-[3-(4-methylpiperazino)phenyl]-2,4-pyrimidinediamine CN1CCN(CC1)C=1C=C(C=CC1)NC1=NC=CC(=N1)N